2-picolinamid N1=C(C=CC=C1)C(=O)N